antimony ferulate C(\C=C\C1=CC(OC)=C(O)C=C1)(=O)[O-].[Sb+3].C(\C=C\C1=CC(OC)=C(O)C=C1)(=O)[O-].C(\C=C\C1=CC(OC)=C(O)C=C1)(=O)[O-]